O=C(CNC(=O)C1=CC2=C(N=CN2)C=C1)N1CCNCC1 benzimidazole-5-carboxylic acid (2-oxo-2-piperazin-1-yl-ethyl)-amide